ClC1=CC=C(C=C1)/C=C(\C1=C(C=C(C=C1)F)F)/C=1OC(=CN1)C (E)-2-(2-(4-chlorophenyl)-1-(2,4-difluorophenyl)vinyl)-5-methyloxazole